7H-pyrazolo[3,4-b]pyridine-5-carboxylate N=1N=CC=2C1NC=C(C2)C(=O)[O-]